6-(methylsulfanyl)-1,2-dihydro-3H-pyrazolo[3,4-d]pyrimidin-3-one CSC1=NC=C2C(=N1)NNC2=O